(S)-4-Benzyl-3-(3-(3,4-dimethoxyphenyl)propionyl)-2-oxazolidinone C(C1=CC=CC=C1)[C@@H]1N(C(OC1)=O)C(CCC1=CC(=C(C=C1)OC)OC)=O